Cl.COC=1C=CC=2C[C@H]3[C@H]4CCCC[C@]4(C2C1)CCN3 (9S,13S,14S)-3-methoxymorphinan hydrochloride